(tert-butoxycarbonyl)-L-alaninate C(C)(C)(C)OC(=O)N[C@@H](C)C(=O)[O-]